C(C)(C)(C)OC(=O)NC1(CC1)C([2H])([2H])CS(=O)(=O)[O-] (1-((tert-butoxycarbonyl)amino)cyclopropyl)methyl-d2-methanesulfonate